NC=1N=NC(=CC1OC1C2CN(CC1CC2)C(C=C)=O)C2=C(C=CC=C2)O 1-{8-[3-amino-6-(o-hydroxyphenyl)-4-pyridazinyloxy]-3-azabicyclo[3.2.1]oct-3-yl}-2-propen-1-one